1-(piperidine-4-carbonyl)piperidin-4-one hydrochloride Cl.N1CCC(CC1)C(=O)N1CCC(CC1)=O